9,9',9''-(4-(3-(pyridin-4-yl)phenyl)pyridine-2,3,6-triyl)tris(3,6-dimethyl-9H-carbazole) N1=CC=C(C=C1)C=1C=C(C=CC1)C1=C(C(=NC(=C1)N1C2=CC=C(C=C2C=2C=C(C=CC12)C)C)N1C2=CC=C(C=C2C=2C=C(C=CC12)C)C)N1C2=CC=C(C=C2C=2C=C(C=CC12)C)C